Cl.Cl.C12N(CC(NC1)CC2)CC2=C(N=C1N2C=CC=C1)C1=CC=C(C=C1)C(C)C 3-[2,5-Diazabicyclo[2.2.2]oct-2-ylmethyl]-2-(4-isopropylphenyl)imidazo[1,2-a]pyridin-Dihydrochlorid